[2,4-difluoro-3-[5-(2-piperazin-1-ylpyrimidin-5-yl)-1H-pyrrolo[2,3-b]pyridine-3-carbonyl]phenyl]propane-1-sulfonamide FC1=C(C=CC(=C1C(=O)C1=CNC2=NC=C(C=C21)C=2C=NC(=NC2)N2CCNCC2)F)C(CC)S(=O)(=O)N